BrC(=CCOC(N(C)CCNC(C1=C(C(=C(C=C1)F)F)NC1=C(C=C(C=C1)I)F)=O)=O)[N+](CCCC#C)(C)[O-] N-(1-Bromo-3-(((2-(3,4-difluoro-2-((2-fluoro-4-iodophenyl)amino)benzamido)ethyl)(methyl)carbamoyl)oxy)prop-1-en-1-yl)-N-methylpent-4-yn-1-amine oxide